C1(OC=CC2=CC=CC=C12)=O Isochromen-1-on